(R)-4-methyl-N-(5-(5-(oxetan-3-yl)-1,2,4-oxadiazol-3-yl)-2,3-dihydro-1H-inden-1-yl)isoxazole-5-carboxamide CC=1C=NOC1C(=O)N[C@@H]1CCC2=CC(=CC=C12)C1=NOC(=N1)C1COC1